C1(=CC=CC=C1)C1(CC1)NC(=O)C=1C=2C[C@H]3[C@@H](C2N(N1)C1=NC=CC=C1)C3 (1aS,5aS)-2-Pyridin-2-yl-1a,2,5,5a-tetrahydro-1H-2,3-diaza-cyclopropa[a]pentalene-4-carboxylic acid (1-phenyl-cyclopropyl)-amide